ClC1=C(C=CC=C1)C1=C(C=CC(=C1)OC)S(=O)(=O)N1[C@@H](C[C@@](CC1)(C(=O)NC\C=C/C(=O)N1CC(C1)(F)F)F)C (2R,4S)-1-((2'-chloro-5-methoxy-[1,1'-biphenyl]-2-yl)sulfonyl)-N-((Z)-4-(3,3-difluoroazetidin-1-yl)-4-oxobut-2-en-1-yl)-4-fluoro-2-methylpiperidine-4-carboxamide